ClC=1C=C(C=C(C1)C1=CC=CC=C1)N1C2=CC=C(C=C2C2(CCCCC12C)C)C1=CC=CC=C1 9-(5-chloro-[1,1'-biphenyl]-3-yl)-4a,9a-dimethyl-6-phenyl-2,3,4,4a,9,9a-hexahydro-1H-carbazole